1-((1-(4-iodo-2-nitrophenyl)piperidin-4-yl)methyl)pyrrolidin-2-one IC1=CC(=C(C=C1)N1CCC(CC1)CN1C(CCC1)=O)[N+](=O)[O-]